ClC=1C=C(C=2C=NN(C2C1)C1OCCCC1)C(=O)NNC(CC=1N=C2N(C=C(C=C2)CN(C(OC(C)(C)C)=O)CC2CCC2)C1)=O Tert-butyl ((2-(2-(2-(6-chloro-1-(tetrahydro-2H-pyran-2-yl)-1H-indazole-4-carbonyl)hydrazino)-2-oxoethyl)imidazo[1,2-a]pyridin-6-yl)methyl)(cyclobutylmethyl)carbamate